FC1=C(C=CC(=C1)N1CCNCC1)N1C(NC(CC1)=O)=O 1-(2-fluoro-4-(piperazin-1-yl)phenyl)dihydropyrimidine-2,4(1H,3H)-dione